ClC=1C=C(C(=NC1)N1N=CC(=C1)S(=O)(=O)NC=1C=CC=C2C(=CNC12)Cl)F 1-(5-chloro-3-fluoro-2-pyridyl)-N-(3-chloro-1H-indol-7-yl)pyrazole-4-sulfonamide